bis-(2,6-dimethoxybenzoyl)-2,4,4-trimethylphenyl-phosphine COC1=C(C(=O)P(C2=C(CC(C=C2)(C)C)C)C(C2=C(C=CC=C2OC)OC)=O)C(=CC=C1)OC